naphtho[2,3-d][1,3]Dioxolane O1COC2=C1C=C1C=CC=CC1=C2